thiophene-2-carboxylic acid copper (I) hydrate O.[Cu+].S1C(=CC=C1)C(=O)O